4-(((1R,4R)-4-Hydroxycyclohexyl)amino)-N-(4-(4-methylpiperazin-1-yl)phenyl)-2-oxo-1,2-dihydropyridine-3-carboxamide OC1CCC(CC1)NC1=C(C(NC=C1)=O)C(=O)NC1=CC=C(C=C1)N1CCN(CC1)C